FC1=C(C=CC2=C1NC(=N2)C)OC2=CC=C1N=CC(=NC1=C2C2COCC2)C=2C=NN(C2)CC2(CC2)O 1-[(4-{7-[(7-fluoro-2-methyl-1H-1,3-benzodiazol-6-yl)oxy]-8-(oxolan-3-yl)quinoxalin-2-yl}-1H-pyrazol-1-yl)methyl]cyclopropan-1-ol